1-(difluoromethyl)pyridin-2(1H)-one FC(N1C(C=CC=C1)=O)F